CC1=NOC=C1C1=CC=C2C(N(C=NC2=C1)[C@H](C)C=1C=C(C(=O)NCC2CCNCC2)C=CC1)=O (R)-3-(1-(7-(3-Methylisoxazol-4-yl)-4-oxoquinazolin-3(4H)-yl)ethyl)-N-(piperidin-4-ylmethyl)benzamide